C/C(/C=C/C1=C(C(CCC1(C)C)C=1N=CN(C1)C(=O)OC(C)(C)C)C)=C\C=C\C(=C/C(NC1=CC=CC=C1)=O)\C tert-butyl 4-(3-((1E,3E,5E,7Z)-3,7-dimethyl-9-oxo-9-(phenylamino)nona-1,3,5,7-tetraen-1-yl)-2,4,4-trimethylcyclohex-2-en-1-yl)-1H-imidazole-1-carboxylate